N=1C=NN2C1C=C(C=C2)OC2=C(C=C(C=C2)NC2=NC=NN1C2=C(C=C1)C1(CCN(CC1)C(\C=C\CN(C)C)=O)O)C (E)-1-(4-(4-((4-([1,2,4]triazolo[1,5-a]pyridin-7-yloxy)-3-methylphenyl)amino)pyrrolo[2,1-f][1,2,4]triazin-5-yl)-4-hydroxypiperidin-1-yl)-4-(dimethylamino)but-2-en-1-one